((2-(((3S,6S,9R,10aR)-3-((3R,4S)-3-cyano-4-phenylpyrrolidine-1-carbonyl)-9-isopropyl-5-oxodecahydropyrrolo[1,2-a]azocin-6-yl)carbamoyl)benzo[b]thiophen-5-yl)fluoromethyl)phosphonic acid C(#N)[C@H]1CN(C[C@@H]1C1=CC=CC=C1)C(=O)[C@@H]1CC[C@H]2N1C([C@H](CC[C@H](C2)C(C)C)NC(=O)C2=CC1=C(S2)C=CC(=C1)C(F)P(O)(O)=O)=O